N-[(S)-3,3,3-trifluoro-2-methoxypropyl]-4-{(S)-1,7-diaza-7-spiro[4.4]nonyl}-5-(3,5-difluorophenyl)nicotinamide FC([C@H](CNC(C1=CN=CC(=C1N1C[C@]2(CCCN2)CC1)C1=CC(=CC(=C1)F)F)=O)OC)(F)F